(2S,3R)-2-(4-(allyloxy)-3,5-bis(benzyloxy)phenyl)-5,7-bis(benzyloxy)chroman-3-yl 3,4,5-tris(benzyloxy)-2-fluorobenzoate C(C1=CC=CC=C1)OC=1C(=C(C(=O)O[C@H]2[C@@H](OC3=CC(=CC(=C3C2)OCC2=CC=CC=C2)OCC2=CC=CC=C2)C2=CC(=C(C(=C2)OCC2=CC=CC=C2)OCC=C)OCC2=CC=CC=C2)C=C(C1OCC1=CC=CC=C1)OCC1=CC=CC=C1)F